bis[4-(2,3-dihydroxypropyloxycarbonyl) benzyl] trithiocarbonate C(SCC1=CC=C(C=C1)C(=O)OCC(CO)O)(SCC1=CC=C(C=C1)C(=O)OCC(CO)O)=S